C(C1=CC=CC=C1)OC1=C(C(=NC(=C1)OCC1OCCCC1)CCC1=CC=C(C=C1)CCC)C1=C(C=CC=C1)C 4-(Benzyloxy)-2-(4-propylphenethyl)-6-((tetrahydro-2H-pyran-2-yl)methoxy)-3-(o-tolyl)pyridine